COC1=C(C(=CC=C1)OC)C1=CNC2=NC(=CC=C21)NC(=O)[C@H]2[C@@](C2)(CO)F (1S,2S)-N-(3-(2,6-dimethoxyphenyl)-1H-pyrrolo[2,3-b]pyridin-6-yl)-2-fluoro-2-(hydroxymethyl)cyclopropanecarboxamide